NC1(CCN(CC1)C=1N=C(C2=C(N1)NC=C2C2=C(C1=C(N=C(S1)C)C=C2)Cl)C(=O)N)C2=C(C=CC=C2)F 2-(4-amino-4-(2-fluorophenyl)piperidin-1-yl)-5-(7-chloro-2-methylbenzo[d]Thiazol-6-yl)-7H-pyrrolo[2,3-d]pyrimidine-4-carboxamide